FC=1C=2N(C=C(C1)NC(=O)C1=CC=C(C3=CN(N=C13)C)N1C[C@@H](CC1)NCC=C)C=C(N2)C N-{8-fluoro-2-methylimidazo[1,2-a]pyridin-6-yl}-2-methyl-4-[(3R)-3-(prop-2-en-1-ylamino)pyrrolidin-1-yl]indazole-7-carboxamide